methyl 6-bromobenzo[b]thiophene-2-carboxylate BrC=1C=CC2=C(SC(=C2)C(=O)OC)C1